CC1=NN(C(=C1C1=NC=CC=N1)C)CCCCCCNC=1C=C2C(N(C(C2=CC1)=O)C1C(NC(CC1)=O)=O)=O 5-((6-(3,5-Dimethyl-4-(pyrimidin-2-yl)-1H-pyrazol-1-yl)hexyl)amino)-2-(2,6-dioxopiperidin-3-yl)isoindoline-1,3-dione